CS(=O)(=O)O.BrC(CN)CBr 2,3-dibromo-1-propylamine methanesulfonate